2-(cis-3-(trifluoromethoxy)cyclobutoxy)acetamide FC(O[C@H]1C[C@H](C1)OCC(=O)N)(F)F